(5-[4-phenyl-5-(trifluoromethyl)-2-thienyl]-3-[trifluoromethyl]phenyl)-1,2,4-oxadiazole C1(=CC=CC=C1)C=1C=C(SC1C(F)(F)F)C=1C=C(C=C(C1)C1=NOC=N1)C(F)(F)F